methyl 4-amino-3-(2-fluoropyridin-4-yl)-5-isopropylbenzoate NC1=C(C=C(C(=O)OC)C=C1C(C)C)C1=CC(=NC=C1)F